cis-pyrrolidine-3,4-diol hydrochloride Cl.N1C[C@H]([C@H](C1)O)O